CC(CO)COC1CCOCC1 2-methyl-3-tetrahydropyran-4-yloxy-propan-1-ol